1,2-bis(4-chlorophenyl)-1,1,2,2-tetraphenyl-disilane ClC1=CC=C(C=C1)[Si]([Si](C1=CC=CC=C1)(C1=CC=CC=C1)C1=CC=C(C=C1)Cl)(C1=CC=CC=C1)C1=CC=CC=C1